7-(4-(2-(((2-(2,6-dioxopiperidin-3-yl)-1-oxoisoindolin-5-yl)methyl)amino)-1,1-difluoro-2-oxoethyl)phenyl)-N-((tetrahydro-2H-pyran-2-yl)oxy)heptanamide O=C1NC(CCC1N1C(C2=CC=C(C=C2C1)CNC(C(F)(F)C1=CC=C(C=C1)CCCCCCC(=O)NOC1OCCCC1)=O)=O)=O